N-cyclobutyl-2-(2-(2,2,2-trifluoroethylamino)pyrimidin-4-yl)-1H-pyrrolo[3,2-c]pyridin-6-amine C1(CCC1)NC1=CC2=C(C=N1)C=C(N2)C2=NC(=NC=C2)NCC(F)(F)F